methyl 1-(4-(difluoromethyl) phenyl)-5-(hydroxymethyl)-1H-1,2,3-triazole-4-carboxylate FC(C1=CC=C(C=C1)N1N=NC(=C1CO)C(=O)OC)F